4-(4-octyl-phenyl)pyridine C(CCCCCCC)C1=CC=C(C=C1)C1=CC=NC=C1